2-(5-Formyl-2-nitro-phenoxy)acetamide C(=O)C=1C=CC(=C(OCC(=O)N)C1)[N+](=O)[O-]